1,4-Bis(aminomethyl)-benzol NCC1=CC=C(C=C1)CN